4,4'-diaminodiphenic acid NC=1C=C(C(=CC1)C=1C(C(=O)O)=CC(=CC1)N)C(=O)O